CN1N=C2C(=CC(=CC2=C1)C=1C=C2C(=NC1)N=C(S2)NC2CCNCC2)C 6-(2,7-dimethyl-2H-indazol-5-yl)-N-(piperidin-4-yl)[1,3]thiazolo[4,5-b]pyridin-2-amine